ClC1=C(CN2CCC(CC2)(C(=O)O)CC2=NC(=CC=C2F)NC2=NNC(=C2)C)C=CC=C1Cl 1-(2,3-dichlorobenzyl)-4-((3-fluoro-6-((5-methyl-1H-pyrazol-3-yl)amino)pyridin-2-yl)methyl)piperidine-4-carboxylic acid